OCCOC1=C(C=C(C=C1)C1(C2=CC=CC=C2C=2C=CC=CC12)C1=CC(=C(C=C1)OCCO)C1=CC=CC=C1)C1=CC=CC=C1 9,9-bis(4-(hydroxyethoxy)-3-phenylphenyl)fluorene